C(C1=CC=CC=C1)(=O)O[C@H]1[C@H]([C@@H](O[C@@H]1CO)N1C(=O)N(C(=O)C=C1)COCC1=CC=CC=C1)OC 3'-O-Benzoyl-2'-O-methyl-N3-benzyloxymethyluridine